5-((4-(4-methylthiazol-5-yl)benzyl)carbamoyl)pyrrolidin-3-yl 14-hydroxytetradecanoate OCCCCCCCCCCCCCC(=O)OC1CNC(C1)C(NCC1=CC=C(C=C1)C1=C(N=CS1)C)=O